C(C)(C)(C)OC(NC[C@@H]1N(CC(CC1)(F)F)C(=O)C1=NC(=CC=C1Cl)Cl)=O (R)-((1-(3,6-dichloropyridine-2-carbonyl)-5,5-difluoropiperidin-2-yl)methyl)carbamic acid tert-butyl ester